C(C1=CC=CC=C1)C=1N=C(SC1)C1=CN(C=2N=C(N=CC21)Cl)[C@H]2[C@@H]([C@@H]([C@H](C2)C=2CN(CCC2)C)O)O (1R,2S,3R,5R)-3-[5-(4-Benzyl-1,3-thiazol-2-yl)-2-chloropyrrolo[2,3-d]pyrimidin-7-yl]-5-(1-methyl-5,6-dihydro-2H-pyridin-3-yl)cyclopentane-1,2-diol